methylene-4-(p-tolyl)pyrrol-2-one C=C1C(NC=C1C1=CC=C(C=C1)C)=O